CC1=C(C=2N(N=C1N1CCC(CC1)OC1=CC=C(C=C1)C(F)(F)F)C(C=CN2)=O)C 8,9-dimethyl-7-(4-(4-(trifluoromethyl)phenoxy)piperidin-1-yl)-4H-pyrimido[1,2-b]pyridazin-4-one